BrCC1=CC=C(C=C1)N(C1=CC=C(C=C1)CBr)C1=CC=C(C=C1)CBr tris[4-(bromomethyl)phenyl]amine